2-(4-fluorophenoxy)-N-(4'-isobutyl-[1,1'-biphenyl]-4-yl)-2-methylpropanamide FC1=CC=C(OC(C(=O)NC2=CC=C(C=C2)C2=CC=C(C=C2)CC(C)C)(C)C)C=C1